4-methyl-2-(2-pyridylmethyl)thiazole-5-carboxylic acid CC=1N=C(SC1C(=O)O)CC1=NC=CC=C1